N-propylbenzene-1,2-diamine C(CC)NC=1C(=CC=CC1)N